Cl.C(CCCC)N Pentane-1-amine HCl salt